N-cyclopropyl-2-(difluoromethoxy)-6-methoxy-4-[7-[(1-methylpyrrolidin-3-yl)methoxy]imidazo[1,2-a]pyridin-3-yl]benzamide C1(CC1)NC(C1=C(C=C(C=C1OC)C1=CN=C2N1C=CC(=C2)OCC2CN(CC2)C)OC(F)F)=O